C(CC)[Si](OCC)(C)C propyl-dimethylethoxysilane